The molecule is a homoflavonoid glycoside that is 5'-prenylophioglonol attached to 2-O-beta-D-glucopyranosyl-beta-D-glucopyranosyl residue at position 7 via glycosidic linkage. It has been isolated from the whole plant of Ophioglossum pedunculosum and exhibits anti-HBV activity. It has a role as an anti-HBV agent and a plant metabolite. It is a beta-D-glucoside, a disaccharide derivative, a homoflavonoid glycoside and a hydroxy homoflavonoid. It derives from an ophioglonol. CC(=CCC1=C(C(=CC(=C1)C2=C(C(=O)C3=C(C=C(C=C3O2)O[C@H]4[C@@H]([C@H]([C@@H]([C@H](O4)CO)O)O)O[C@H]5[C@@H]([C@H]([C@@H]([C@H](O5)CO)O)O)O)O)CO)O)O)C